(R)-6-(1-methylcyclopropoxy)-N4-(2-phenylpropyl)pyrimidine-4,5-diamine CC1(CC1)OC1=C(C(=NC=N1)NC[C@H](C)C1=CC=CC=C1)N